N-[2-fluoro-4-(trifluoromethoxy)phenyl]-3-methyl-piperidin-4-amine FC1=C(C=CC(=C1)OC(F)(F)F)NC1C(CNCC1)C